N-{[(4S)-7-(3,5-Dimethylisoxazol-4-yl)-2-oxo-4-pyridin-2-yl-1,2,4,5-tetrahydroimidazo[1,5,4-de][1,4]benzoxazin-9-yl]methyl}methanesulfonamide CC1=NOC(=C1C1=CC(=C2C=3N([C@H](COC31)C3=NC=CC=C3)C(N2)=O)CNS(=O)(=O)C)C